2-cyclopropyl-5-(4,4,5,5-tetramethyl-1,3,2-dioxaborolane-2-yl)pyridine C1(CC1)C1=NC=C(C=C1)B1OC(C(O1)(C)C)(C)C